3-(2-(1-((5-bromo-2-nitropyridin-3-yl)oxy)ethyl)-4-fluorophenyl)-1-methyl-1H-pyrazol BrC=1C=C(C(=NC1)[N+](=O)[O-])OC(C)C1=C(C=CC(=C1)F)C1=NN(C=C1)C